[Ba+2].[O-2].[K+] potassium oxide barium